ClC1=CC=C(C=C1)C1=NC(=NC(=N1)C1=CC=CC=C1)C=1C=CC=2N(C3=CC=CC=C3C2C1)C1=CC=CC=C1 3-(4-(4-chlorophenyl)-6-phenyl-1,3,5-triazin-2-yl)-9-phenyl-9H-carbazole